C1(=CC=CC=C1)C(CC=1C(=C(C=CC1)C1=CC=C(C=C1)C)C1=CC=CC=C1)C (2-phenylpropyl)phenyl-4'-methylbiphenyl